(5S)-5-{[(3S)-3-Fluoropyrrolidin-1-yl]carbonyl}-2-[4-fluoro-3-(trifluoromethyl)benzyl]-5,6,7,8-tetrahydro[1,2,4]triazolo[4,3-a]pyridin-3(2H)-one F[C@@H]1CN(CC1)C(=O)[C@@H]1CCCC=2N1C(N(N2)CC2=CC(=C(C=C2)F)C(F)(F)F)=O